5-(1-methyl-4-(1-(phenylsulfonyl)-1H-pyrrolo[2,3-b]pyridin-4-yl)-1H-pyrazol-3-yl)oxazole CN1N=C(C(=C1)C1=C2C(=NC=C1)N(C=C2)S(=O)(=O)C2=CC=CC=C2)C2=CN=CO2